(R)-4-(imidazo[1,2-a]pyrazin-3-yl)-7-((5-(3-methylmorpholino)pyridin-2-yl)amino)isoindolin-1-one N=1C=C(N2C1C=NC=C2)C2=C1CNC(C1=C(C=C2)NC2=NC=C(C=C2)N2[C@@H](COCC2)C)=O